3,3,3-trifluoropropane-1-sulfonyl azide FC(CCS(=O)(=O)N=[N+]=[N-])(F)F